N1(CCNCC1)C(=O)C1=CC=C(C=C1)NC=1N=CC2=C(N1)N1C(=C2)C(NCC12CCCCC2)=O 2'-((4-(piperazine-1-carbonyl)phenyl)amino)-7',8'-dihydro-6'H-spiro[cyclohexane-1,9'-pyrazino[1',2':1,5]pyrrolo[2,3-d]pyrimidin]-6'-one